C1CN2CCC1C(=O)C2(CO)CO 2-Bis(hydroxymethyl)-3-quinuclidinone